4-(4-Chloro-3-fluorophenyl)-1-(3-(3-cyclopropylpyridin-4-yl)-1H-pyrazol-5-yl)piperidin-2-one ClC1=C(C=C(C=C1)C1CC(N(CC1)C1=CC(=NN1)C1=C(C=NC=C1)C1CC1)=O)F